4-(2-(4-((3-(4-(difluoromethoxy)phenyl)imidazo[1,2-a]pyrazin-8-yl)amino)-N,2-dimethylbenzamido)ethyl)-1,1-diethylpiperidin-1-ium formate C(=O)[O-].FC(OC1=CC=C(C=C1)C1=CN=C2N1C=CN=C2NC2=CC(=C(C(=O)N(C)CCC1CC[N+](CC1)(CC)CC)C=C2)C)F